4'-(N-methylpropanamido)-N-(pyridin-3-ylmethyl)-[1,1'-biphenyl]-4-carboxamide CN(C(CC)=O)C1=CC=C(C=C1)C1=CC=C(C=C1)C(=O)NCC=1C=NC=CC1